C1(=CC=CC=C1)C(C1=CC=CC=C1)NC=1N(C(C(=C(N1)C(=O)NC1=C(C=CC=C1)I)OC)=O)C 2-[(diphenylmethyl)amino]-N-(2-iodophenyl)-5-methoxy-1-methyl-6-oxo-1,6-dihydropyrimidine-4-carboxamide